6-((1R,4R)-4-cyanocyclohexyl)-N-(2-((R)-4-cyanothiazolidin-3-yl)-2-oxoethyl)quinoline-4-carboxamide C(#N)C1CCC(CC1)C=1C=C2C(=CC=NC2=CC1)C(=O)NCC(=O)N1CSC[C@H]1C#N